4,4-dihydroxy-8-{[1-(pyrrolidine-3-carbonyl)azetidin-3-yl]oxy}-5-oxa-4-boranuidabicyclo[4.4.0]deca-1(6),7,9-triene-7-carboxylic acid disodium salt [Na+].[Na+].O[B-]1(CCC=2C=CC(=C(C2O1)C(=O)O)OC1CN(C1)C(=O)C1CNCC1)O.O[B-]1(CCC=2C=CC(=C(C2O1)C(=O)O)OC1CN(C1)C(=O)C1CNCC1)O